(tert-butyl)-5'-methyl-(3R,5'S)-7-bromo-2-oxospiro[indole-3,3'-pyrrolidine]-1',5'-dicarboxylic acid C(C)(C)(C)C1N([C@@](C[C@]12C(NC1=C(C=CC=C12)Br)=O)(C(=O)O)C)C(=O)O